CCCCCC[C@H](C)O (S)-(+)-octanol